O=S1(CCN(CC1)C=1C=C2C=C(NC2=C(C1)NC1CCOCC1)C1=CC=C(C=C1)NC(C)=O)=O N-(4-(5-(1,1-dioxidothiomorpholino)-7-((tetrahydro-2H-pyran-4-yl)amino)-1H-indol-2-yl)phenyl)acetamide